(2S)-2-[4-bromo-2-(2-methoxyethyl)phenoxy]propionic acid BrC1=CC(=C(O[C@H](C(=O)O)C)C=C1)CCOC